C(C(C)C)NC=1C2=C(N=C(N1)N(CCOC)CCOC)C(=NC(=N2)N(CCOC)CCOC)N2CCC(CC2)OC N4-isobutyl-N2,N2,N6,N6-tetrakis(2-methoxyethyl)-8-(4-methoxypiperidin-1-yl)pyrimido[5,4-d]pyrimidine-2,4,6-triamine